NC1=C(C(=CC=2N(C(=NC21)C)C)C(F)(F)F)C=2C=1N(C=CC2)C(=NC1I)C(=O)C1=CC(=C(C(=C1)F)F)F (8-(4-amino-1,2-dimethyl-6-(trifluoromethyl)-1H-benzo[d]imidazol-5-yl)-1-iodoimidazo[1,5-a]pyridin-3-yl)(3,4,5-trifluorophenyl)methanone